bis(4-fluorophenyl)phenyl-phosphorus oxide FC1=CC=C(C=C1)P(C1=CC=CC=C1)(C1=CC=C(C=C1)F)=O